CC1=NOC2=C1C=C(C(=C2)CC(=O)N)C (3,5-dimethylbenzo[d]isoxazol-6-yl)acetamide